FC1=CC=C(C=C1)C(=O)N1CC(C1)(COC1=CC2=CC=C(C=C2C=C1)OC)C1(COC1)O (4-fluorophenyl)(3-(3-hydroxyoxetan-3-yl)-3-(((6-methoxynaphthalen-2-yl)oxy)methyl)azetidin-1-yl)methanone